C[C@H]([C@@H](C(=O)O)NC(C[C@H]1N(C(CC1)=O)CC1=CC(=CC=C1)C)=O)CC (2S,3S)-3-methyl-2-[[2-[(2S)-1-[(3-methylphenyl)methyl]-5-oxopyrrolidin-2-yl]acetyl]-amino]pentanoic acid